2-methyl-3-(3-methyl-4-nitrophenoxy)pyridine CC1=NC=CC=C1OC1=CC(=C(C=C1)[N+](=O)[O-])C